OC1=C(C=CC=C1)C(CCC1=CC=CC=C1)=O 2'-hydroxy-3-phenylpropiophenone